N-(8-fluoro-2-methylimidazo[1,2-a]pyridin-6-yl)-5-((3aR,6aS)-1-oxohexahydropyrrolo[3,4-c]pyrrol-2(1H)-yl)pyrazine-2-carboxamide FC=1C=2N(C=C(C1)NC(=O)C1=NC=C(N=C1)N1C([C@@H]3CNC[C@@H]3C1)=O)C=C(N2)C